C1(CCCCCCCCCC\C=C\CCO1)=O trans-12-pentadecen-1,15-lactone